(S)-2-(3-(3,3-difluoro-1-(fluoro(4-methyl-4H-1,2,4-triazol-3-yl)methyl)cyclobutyl)phenyl)-6-((isopropylamino)methyl)-4-(trifluoromethyl)isoindolin-1-one FC1(CC(C1)([C@@H](C1=NN=CN1C)F)C=1C=C(C=CC1)N1C(C2=CC(=CC(=C2C1)C(F)(F)F)CNC(C)C)=O)F